COC1=CC(=CC(=C1O)OC)[C@@H]2[C@H]([C@@H](CC3=CC(=C(C(=C23)OC)O)OC)CO)CO The molecule is a lignan that is tetralin substituted by a 4-hydroxy-3,5-dimethoxy group at position 4, hydroxymethyl groups at positions 2 and 3, methoxy groups at positions 5 and 7 and a hydroxy group at position 6. Isolated from Machilus robusta and Sinocalamus affinis, it exhibits antineoplastic activity. It has a role as a metabolite and an antineoplastic agent. It is a dimethoxybenzene, a lignan, a primary alcohol, a polyphenol and a member of tetralins.